CN(CCCN(C(CCC(=O)O)=O)CCCN(C)C)C 4-(bis(3-(dimethylamino)propyl)amino)-4-oxobutanoic acid